C(C#C)NNC(=O)N 2-(prop-2-ynyl)hydrazinecarboxamide